(S)-2-(3-hydroxypyrrolidin-1-yl)-N-(2-morpholino-5-(piperidin-1-yl)thiazolo[4,5-b]Pyridin-6-yl)oxazole-4-carboxamide O[C@@H]1CN(CC1)C=1OC=C(N1)C(=O)NC=1C=C2C(=NC1N1CCCCC1)N=C(S2)N2CCOCC2